Tert-butyl (2R)-2-{[3-(5-ethyl-1,3-thiazol-2-yl)-5-(methoxycarbonyl)phenoxy] methyl}morpholine-4-carboxylate C(C)C1=CN=C(S1)C=1C=C(OC[C@H]2CN(CCO2)C(=O)OC(C)(C)C)C=C(C1)C(=O)OC